N1=CN=C(C2=C1NC=C2)C=2C=CC(=NC2)N2CC1N(C(C2)C1)CC1=CC(=CC=C1)F 3-(5-(7H-pyrrolo[2,3-d]pyrimidin-4-yl)pyridin-2-yl)-6-(3-fluorobenzyl)-3,6-diazabicyclo[3.1.1]heptane